2-((2-Chloropyridin-4-yl)ethynyl)-1-methyl-5-(6-methylpyridin-3-yl)-1H-imidazole-4-carbonitrile ClC1=NC=CC(=C1)C#CC=1N(C(=C(N1)C#N)C=1C=NC(=CC1)C)C